hex-5-en-2-one CC(CCC=C)=O